(R)-1-(4-((1-(3-cyano-2-methylphenyl)ethyl)amino)-7-methoxy-2-methylquinazolin-6-yl)azetidine-3-carbonitrile C(#N)C=1C(=C(C=CC1)[C@@H](C)NC1=NC(=NC2=CC(=C(C=C12)N1CC(C1)C#N)OC)C)C